6-isopropoxy-2-(1-methyl-2-oxabicyclo[2.1.1]hex-4-yl)-N-(1-((1S,2R)-2-methylcyclopropyl)-2-oxo-1,2-dihydropyridin-3-yl)-2H-indazole-5-carboxamide C(C)(C)OC=1C(=CC2=CN(N=C2C1)C12COC(C1)(C2)C)C(=O)NC=2C(N(C=CC2)[C@@H]2[C@@H](C2)C)=O